(2S,6R)-2-hydroxy-2-methyl-6-methylamino-6-(4-(trifluoromethyl)phenyl)cyclohexan-1-one acetate C(C)(=O)O.O[C@@]1(C([C@@](CCC1)(C1=CC=C(C=C1)C(F)(F)F)NC)=O)C